6,6'-(5-bromo-1,3-phenylene)bis(oxy)bis(2-methylpyridine) BrC=1C=C(C=C(C1)OC1=CC=CC(=N1)C)OC1=CC=CC(=N1)C